N1(C=NC=C1)C=1C=C(CN(C2=CC=C(C=C2)OCCOCCN2CCOCC2)CC2=CC(=CC=C2)OC)C=CC1 N-(3-(1H-imidazol-1-yl)benzyl)-N-(3-methoxybenzyl)-4-(2-(2-morpholinoethoxy)ethoxy)aniline